tert-butyl 4-(fluoromethyl)-2-(3-fluoropyridin-2-yl)pyrazoline-1-carboxylate FCC1=CN(N(C1)C(=O)OC(C)(C)C)C1=NC=CC=C1F